7-Fluoro-1-tetrahydropyran-2-yl-indazol-4-amine FC1=CC=C(C=2C=NN(C12)C1OCCCC1)N